OC1=CC(=C(C(=O)O)C(=C1)O)CCCCC.ClC(C1(C(C(=C(C(=C1Cl)Cl)C(Cl)(Cl)Cl)Cl)Cl)[2H])(Cl)Cl 1,4-bis(trichloromethyl)-2,3,5,6-tetrachloro-benzene-d 4,6-dihydroxy-2-pentylbenzoate